(2-cyanoacetamido)picolinic acid methyl ester COC(C1=NC=CC=C1NC(CC#N)=O)=O